(4R,5R,6S)-4-nitrobenzyl 6-((R)-1-(1H-tetrazol-1-yl)ethyl)-3-(diphenoxyphosphoryloxy)-4-methyl-7-oxo-1-azabicyclo[3.2.0]hept-2-ene-2-carboxylate N1(N=NN=C1)[C@H](C)[C@@H]1[C@H]2[C@H](C(=C(N2C1=O)C(=O)OCC1=CC=C(C=C1)[N+](=O)[O-])OP(=O)(OC1=CC=CC=C1)OC1=CC=CC=C1)C